4,5-diamino-1-pentylpyrazole NC=1C=NN(C1N)CCCCC